2-methyl-1,3-propylene glycol adipate C(CCCCC(=O)O)(=O)O.CC(CO)CO